IC1=C(C=CC=C1)CCC(=O)O 3-(2-Iodophenyl)propionic acid